(S)-7-(trifluoromethyl)-2,3,4,9-tetrahydro-1H-pyrido[3,4-b]indole-3-carboxylate hydrochloride Cl.FC(C1=CC=C2C3=C(NC2=C1)CN[C@@H](C3)C(=O)O)(F)F